ClC1=NC(=CC(=C1N)C)Cl (2,6-dichloro-4-methyl-3-pyridinyl)amine